IC1=CC=C(N=N1)OC1C[C@H]2CC[C@@H](C1)N2C(=O)OC(C)(C)C tert-butyl (1R,3S,5S)-3-[(6-iodopyridazin-3-yl)oxy]-8-azabicyclo[3.2.1]octane-8-carboxylate